cyanoethyl β-fructopyranoside OC[C@]1(OCCC#N)[C@@H](O)[C@H](O)[C@H](O)CO1